4'-(((7-fluorobenzo[d]thiazol-2-yl)(4-methoxyphenethyl)amino)-methyl)-3,4,5,6-tetrahydro-[1,1'-biphenyl]-3-carboxylic acid FC1=CC=CC=2N=C(SC21)N(CCC2=CC=C(C=C2)OC)CC2=CC=C(C=C2)C2=CC(CCC2)C(=O)O